C(C)(C)(C)OC(=O)NC12CC(C1)(C2)CCC2=NC=CC(=C2)N(C(OC(C)(C)C)=O)C2=CC(=NN2C(C)(C)C)[C@@H]2C[C@@H](CC2)O tert-butyl (2-(2-(3-((tert-butoxycarbonyl)amino)bicyclo[1.1.1]pentan-1-yl)ethyl)pyridin-4-yl)(1-(tert-butyl)-3-((1S,3R)-3-hydroxycyclopentyl)-1H-pyrazol-5-yl)carbamate